6-[(2S)-2-aminopropyl]-2-chloro-N-[(3,5-difluoropyridin-4-yl)methyl]-7-methylthiothieno[3,2-d]pyrimidin-4-amine dihydrochloride Cl.Cl.N[C@H](CC1=C(C=2N=C(N=C(C2S1)NCC1=C(C=NC=C1F)F)Cl)SC)C